C(C1=CC=CC=C1)OC(NC1[C@@H]2CNC[C@H]12)=O (1R,5S,6r)-3-azabicyclo[3.1.0]hex-6-ylcarbamic acid benzyl ester